BrC1=NC=CC(=C1F)N(C1=NC(N(C2=CC=CC(=C12)F)C([2H])([2H])[2H])=O)CC(F)F 4-[(2-bromo-3-fluoro-4-pyridyl)-(2,2-difluoroethyl)amino]-5-fluoro-1-(trideuteriomethyl)quinazolin-2-one